2-((R)-6-Fluoro-6,7-dihydro-5H-pyrrolo[1,2-c]imidazol-1-yl)-2-(8-fluoro-6-(4-(1-methylpiperidin-4-yl)phenyl)-1-oxoisoquinolin-2(1H)-yl)-N-(thiazol-2-yl)acetamide F[C@@H]1CC=2N(C=NC2C(C(=O)NC=2SC=CN2)N2C(C3=C(C=C(C=C3C=C2)C2=CC=C(C=C2)C2CCN(CC2)C)F)=O)C1